2-hydroxy-5,6,7,8-tetrahydroquinolin-5-one OC1=NC=2CCCC(C2C=C1)=O